4-(5-fluoro-1-methyl-1H-indol-3-yl)-N-(4-fluoro-2-methoxy-5-nitrophenyl)-1,3,5-triazin-2-amine FC=1C=C2C(=CN(C2=CC1)C)C1=NC(=NC=N1)NC1=C(C=C(C(=C1)[N+](=O)[O-])F)OC